S1C=CC=2C1=NC=C(C2)CN thieno[2,3-b]pyridin-5-ylmethylamine